CC1C(=NOC1(C(=O)OC1CCCC1C=1C(=NC(=CC1)OC)C(F)(F)F)CC1=CC=CC=C1)CNC(=O)C=1C=2C=NN(C2C=CC1)C(C)C 6-methoxy-5-(trifluoromethylpyridin-3-yl)cyclopentan-1-ol Methyl-5-benzyl-3-((1-isopropyl-1H-indazole-4-carboxamido)methyl)-4,5-dihydroisoxazole-5-carboxylate